4-chloro-N-(1H-indol-4-yl)benzamide ClC1=CC=C(C(=O)NC2=C3C=CNC3=CC=C2)C=C1